BrC1=C(C=C(N)C=C1)SC1CC1 4-bromo-3-(cyclopropylthio)aniline